(9H-fluoren-9-yl)methyl ((7S)-1-((3-azabicyclo[3.1.1]heptan-6-yl)oxy)-7-benzyl-3,6,9,12-tetraoxo-2,5,8,11-tetraazatridecan-13-yl)carbamate C12CNCC(C1OCNC(CNC([C@@H](NC(CNC(CNC(OCC1C3=CC=CC=C3C=3C=CC=CC13)=O)=O)=O)CC1=CC=CC=C1)=O)=O)C2